tert-butyl [(1R)-1-({[1-(hydroxymethyl)prop-2-en-1-yl]oxy}methyl)prop-2-en-1-yl]carbamate OCC(C=C)OC[C@@H](C=C)NC(OC(C)(C)C)=O